N-cyclopropyl-2-(difluoromethoxy)-6-methoxy-4-[6-[1-methyl-1-(3-methyl-1,2,4-oxadiazol-5-yl)ethyl]pyrazolo[1,5-a]pyridin-3-yl]benzamide C1(CC1)NC(C1=C(C=C(C=C1OC)C=1C=NN2C1C=CC(=C2)C(C)(C2=NC(=NO2)C)C)OC(F)F)=O